FC=1C=NC(=NC1)N1C[C@@H](CC1)NC(=O)C=1N(C(=C(C1)S(=O)(=O)C=1C=C2C=NNC2=CC1)C)C N-[(3R)-1-(5-fluoropyrimidin-2-yl)pyrrolidin-3-yl]-4-(1H-indazol-5-ylsulfonyl)-1,5-dimethyl-pyrrole-2-carboxamide